O([C@H]1[C@H](O)[C@@H](O)[C@@H](O)[C@H](O1)CO)C1=CC=C(C=C1)N 4-aminophenyl β-d-galactopyranoside